BrC=1N=C(SC1)C(=O)NC1CCC(CC1)NCC(F)(F)F 4-bromo-N-((1r,4r)-4-((2,2,2-trifluoroethyl)amino)cyclohexyl)thiazole-2-carboxamide